NCC1=CC=CC(=N1)N1CCC(CC1)N(C)C 1-[6-(aminomethyl)pyridin-2-yl]-N,N-dimethylpiperidin-4-amine